C(C)(C)(C)OC(=O)N1CC2C(C2C1)N1N=C2C(=CC(=CC2=C1)C=1C=C(C=2N(N1)C=C(N2)C)C)F 6-[5-(2,8-dimethylimidazo[1,2-b]pyridazin-6-yl)-7-fluoro-indazol-2-yl]-3-azabicyclo[3.1.0]hexane-3-carboxylic acid tert-butyl ester